((2-(2,6-Dioxopiperidin-3-yl)-1,3-dioxoisoindolin-5-yl)oxy)valeraldehyde O=C1NC(CCC1N1C(C2=CC=C(C=C2C1=O)OC(C=O)CCC)=O)=O